Cl.[C@@H]1(C[C@H](O)[C@@H](CO)O1)N1C(=O)N=C(N)C=C1 2'-deoxy-cytidine hydrochloride salt